5-(p-methylphenoxy)-7-oxo-bicyclo[2.2.1]Hept-2-ene CC1=CC=C(OC2C3C=CC(C2)C3=O)C=C1